tert-butyl 2-(3-(5-((3-fluorophenyl)ethynyl)pyridin-2-yl)-1,2,4-oxadiazol-5-yl)azetidine-1-carboxylate FC=1C=C(C=CC1)C#CC=1C=CC(=NC1)C1=NOC(=N1)C1N(CC1)C(=O)OC(C)(C)C